C(C1=CC=CC=C1)N[C@@H](CCCCN)C(=O)O Benzyl-Lysine